FC(C(=O)N[C@@H](CC1=CC=C(C=C1)C)OB(O)O)C(=O)NCC1=CC(=CC=C1)OC ((1R)-1-(2-fluoro-3-((3-methoxybenzyl)amino)-3-oxopropionamido)-2-(p-tolyl)ethyl)Boric acid